OCC1=NC=2CN(CCC2C=C1)C(=O)OC(C)(C)C tert-butyl 2-(hydroxymethyl)-5,8-dihydro-1,7-naphthyridine-7(6H)-carboxylate